N1CC2(CC1)OC=CN1C2=CCN1 dihydrospiro[pyrazolo[5,1-c][1,4]oxazine-4,3'-pyrrolidine]